methyl(phenyl)((4-(5-(trifluoromethyl)-1,2,4-oxadiazol-3-yl)benzyl)imino)-λ6-sulfanone CS(=O)(=NCC1=CC=C(C=C1)C1=NOC(=N1)C(F)(F)F)C1=CC=CC=C1